piperidine-4-carboxamide dihydrochloride Cl.Cl.N1CCC(CC1)C(=O)N